C(C)(C)(C)OC(=O)N1[C@](C[C@H](C1)OCC1=CC=CC=C1)(CC)C(NC=1N=NC(=CC1Br)Cl)=O.CNNC 1,2-dimethyl-hydrazine tert-butyl-(2S,4R)-4-(benzyloxy)-2-((4-bromo-6-chloropyridazin-3-yl)carbamoyl)-2-ethylpyrrolidine-1-carboxylate